(2R,3R)-3-(2,4-difluorophenyl)-7-fluoro-4-oxo-2-(oxolan-3-yl)-2,3-dihydro-1H-quinoline-5-carboxylic acid methyl ester COC(=O)C=1C=2C([C@@H]([C@H](NC2C=C(C1)F)C1COCC1)C1=C(C=C(C=C1)F)F)=O